2-(N,N-Dimethylamino)ethyl-4-azidocinnamat CN(C)CCOC(C=CC1=CC=C(C=C1)N=[N+]=[N-])=O